N-((cyclopropylmethyl)sulfonyl)-4-(2,6-dimethoxyphenyl)-5-(6-methoxypyridin-2-yl)-4H-1,2,4-triazole-3-carboxamide C1(CC1)CS(=O)(=O)NC(=O)C1=NN=C(N1C1=C(C=CC=C1OC)OC)C1=NC(=CC=C1)OC